ClC=1C=C(C=CC1F)NC1=NC=NC2=CC(=C(C=C12)NC(C=C)=O)OCCCN1CCC(CC1)CN1CCC(CC1)C=1C=C2C(N(C(C2=CC1)=O)C1C(NC(CC1)=O)=O)=O N-(4-((3-chloro-4-fluorophenyl)amino)-7-(3-(4-((4-(2-(2,6-dioxopiperidin-3-yl)-1,3-dioxoisoindolin-5-yl)piperidin-1-yl)methyl)piperidin-1-yl)propoxy)quinazolin-6-yl)acrylamide